S1C(=CC=C1)C1=CC2=CN(C=C3C2=C2C(=CN(C=C12)CC(CCCCCCCCCC)CCCCCCCC)C=C3C=3SC=CC3)CC(CCCCCCCCCC)CCCCCCCC 4,9-bis(2-thienyl)-2,7-bis(2-octyldodecyl)benzo[lmn][3,8]phenanthroline